N-(2-(3-chloro-1-((2S,4S)-1,2-dimethylpiperidin-4-yl)-1H-pyrazol-4-yl)pyrimidin-4-yl)-5-isopropyl-8-((2R,3S)-2-methyl-3-((methanesulfonyl)methyl)azetidin-1-yl)isoquinolin-3-amine ClC1=NN(C=C1C1=NC=CC(=N1)NC=1N=CC2=C(C=CC(=C2C1)C(C)C)N1[C@@H]([C@H](C1)CS(=O)(=O)C)C)[C@@H]1C[C@@H](N(CC1)C)C